1-(2,2-difluorocyclopropyl)-3-(5-((R)-2-(2,5-difluorophenyl)-4-oxopyrrolidin-1-yl)-2-fluoropyrazolo[1,5-a]pyrimidin-3-yl)urea FC1(C(C1)NC(=O)NC=1C(=NN2C1N=C(C=C2)N2[C@H](CC(C2)=O)C2=C(C=CC(=C2)F)F)F)F